N-(2-bromobenzylidene)-4-methylbenzenesulfinamide BrC1=C(C=NS(=O)C2=CC=C(C=C2)C)C=CC=C1